2-(6-([1,2,4]triazolo[4,3-a]pyridin-3-yl)pyridin-2-yl)-7-(4-cyclopropyl-1H-imidazol-1-yl)isoquinolin-1(2H)-one N=1N=C(N2C1C=CC=C2)C2=CC=CC(=N2)N2C(C1=CC(=CC=C1C=C2)N2C=NC(=C2)C2CC2)=O